4-Iodo-N-(3-methoxypropyl)pyridin-2-amine IC1=CC(=NC=C1)NCCCOC